C1(=CC=CC=C1)OC(=O)C1=NC(=CN(C1=O)C)C 4,6-Dimethyl-3-oxo-3,4-dihydropyrazine-2-carboxylic acid phenyl ester